6-(ethylsulfonyl)-5-[3-methyl-6-(trifluoromethyl)-3H-imidazo[4,5-c]pyridin-2-yl]thieno[3,2-b]thiophene-3-carbonitrile C(C)S(=O)(=O)C1=C(SC2=C1SC=C2C#N)C2=NC1=C(C=NC(=C1)C(F)(F)F)N2C